C[C@@]12C[C@H]([C@@H]([C@]1(CC(=O)[C@@]3([C@H]2CC=C4[C@H]3C[C@@H](C(=O)C4(C)C)O)C)C)[C@](C)(C(=O)CCC(C)(C)O)O)O The molecule is a 23,24-dihydrocucurbitacin in which a lanostane skeleton is multi-substituted with hydroxy, methyl and oxo substituents, with unsaturation at position 5. It is a 23,24-dihydrocucurbitacin, a secondary alpha-hydroxy ketone and a tertiary alpha-hydroxy ketone.